3-(4-Chloro-2,6-dimethylphenyl)-4-hydroxy-11,11-dimethyl-9,13-dioxa-1-azadispiro[4.2.5.2]pentadec-3-en-2-one ClC1=CC(=C(C(=C1)C)C=1C(NC2(C1O)CCC1(OCC(CO1)(C)C)CC2)=O)C